6-(((2S,3S,4S)-3-ethyl-4-fluoro-5-oxopyrrolidin-2-yl)methoxy)-4-methylpyrido[3,4-g]isoquinolin-1(2H)-one C(C)[C@H]1[C@H](NC([C@H]1F)=O)COC1=NC=CC=2C=C3C(=CC12)C(=CNC3=O)C